ClC=1C=C2C=NN(C2=C(C1)C(=O)NC1CC2(CC(C2)CC(=O)O)C1)CC=1C=NC(=NC1)C1=CC(=CC(=C1)OC)F (Ra)-2-(6-(5-chloro-1-((2-(3-fluoro-5-methoxyphenyl)pyrimidin-5-yl)methyl)-1H-indazole-7-carboxamido)spiro[3.3]heptan-2-yl)acetic acid